C(C)(C)(C)OC(=O)N([C@H](C(=O)O)CC=1C=NC=CC1)C (S)-2-(tert-butoxycarbonyl-(methyl)amino)-3-(pyridin-3-yl)propionic acid